Cl.NC1CS(CCC1)(=O)=O 3-Aminotetrahydro-2H-thiopyran 1,1-dioxide hydrochloride